methyl-(methoxymethyl)aminoethanol CC(C)(O)NCOC